8-isopropyl-2-(methylmercapto)pteridine Methyl-2-(3-((tert-butyldimethylsilyl)oxy)-1,1-diphenylpropan-2-yl)-5-methoxy-1-methyl-6-oxo-1,6-dihydropyrimidine-4-carboxylate COC(=O)C=1N=C(N(C(C1OC)=O)C)C(C(C1=CC=CC=C1)C1=CC=CC=C1)CO[Si](C)(C)C(C)(C)C.C(C)(C)N1CC=NC=2C=NC(=NC12)SC